C(C)(C)(C)OP(=O)(OC(C)(C)C)OCC=1C(=NC=CC1)N(C(OCCl)=O)C chloromethyl (3-(((di-tert-butoxyphosphoryl)oxy)methyl)pyridin-2-yl)(methyl)carbamate